3-mercaptopropyl-(dimethoxy)methyl-silane SCCC[SiH2]C(OC)OC